5-(7,8-dimethyl-[1,2,4]triazolo[1,5-a]pyridin-6-yl)-6-isopropyl-N-(2-(1-methylpiperidin-4-yl)ethyl)-4H-pyrrolo[3,2-d]thiazole-2-carboxamide CC1=C(C=2N(C=C1C1=C(C=3N=C(SC3N1)C(=O)NCCC1CCN(CC1)C)C(C)C)N=CN2)C